C1(CC1)C1=CC(=NN1)C1=C2C(=NC(=NC2=CC=C1)N1C2CN(C(C1)C2)S(=O)(=O)C2=CC=C(C=C2)CCC)N (5-cyclopropyl-1H-pyrazol-3-yl)-2-(5-((4-propylphenyl)sulfonyl)-2,5-diazabicyclo[2.2.1]heptan-2-yl)quinazolin-4-amine